dihexyl (4-bromophenyl) phosphate P(=O)(OCCCCCC)(OCCCCCC)OC1=CC=C(C=C1)Br